N-[[6-(2-cyanoacetyl)-6-azaspiro[2.5]octan-2-yl]methyl]-1,3-dihydropyrrolo[3,4-c]pyridine-2-carboxamide C(#N)CC(=O)N1CCC2(C(C2)CNC(=O)N2CC=3C=NC=CC3C2)CC1